azobis[N-(2-propenyl)-2-methylpropionamide] N(=NC(C(=O)NCC=C)(C)C)C(C(=O)NCC=C)(C)C